C(C)(C)(C)OC(=O)N1[C@H](CC[C@@H](C1)NC(COC1=CC(=C(C=C1)Cl)F)=O)C=1OC2=C(N1)C=CC=C2Cl.FCCCC2=CSC=C2 3-(3-fluoropropyl)thiophene tert-butyl-(2R,5S)-2-(7-chloro-1,3-benzoxazol-2-yl)-5-[2-(4-chloro-3-fluorophenoxy)acetamido]piperidine-1-carboxylate